BrC1=CC=CC(=N1)N1CCN(CC1)C(C)C1=CC=CC=C1 1-(6-bromopyridin-2-yl)-4-(1-phenylethyl)piperazine